OC=1C(=C(C2=CC=CC=C2C1)S(=O)(=O)[O-])O hydroxy-2-hydroxy-naphthalenesulfonate